C1(=C(C(=CC=C1)C=O)C=O)C=1C(=CC=CC1)C1=CC=CC=C1 terphenyl-dicarboxaldehyde